N12NNN(CC1)CC2 tetraazabicyclo[2.2.2]octane